4-chloro-6-methoxyquinoline-7-ol ClC1=CC=NC2=CC(=C(C=C12)OC)O